4-cyclobutyl-5-(5-ethyl-1H-pyrazol-3-yl)-2-methylbenzoic acid C1(CCC1)C1=CC(=C(C(=O)O)C=C1C1=NNC(=C1)CC)C